CN1CCN(CC1)CCCC#CC1=CC=C(C=C1)C1=CC(=NO1)CN1C(=NC=C1)C(C)O 1-(1-((5-(4-(5-(4-methylpiperazin-1-yl)pent-1-yn-1-yl)phenyl)isoxazol-3-yl)methyl)-1H-imidazol-2-yl)ethan-1-ol